C1(CC1)C1=CC=C(C=C1)N(C1=NC=C(C=N1)CO[C@H]1CN2C(OC1)=NC(=C2)[N+](=O)[O-])C (S)-N-(4-cyclopropylphenyl)-N-methyl-5-(((2-nitro-6,7-dihydro-5H-imidazo[2,1-b][1,3]oxazin-6-yl)oxy)methyl)pyrimidin-2-amine